BrC1=C(C(=CC(=C1)F)C(CC1CC1)=O)NC(=O)C1CCOCC1 N-[2-bromo-6-(2-cyclopropylacetyl)-4-fluoro-phenyl]tetrahydropyran-4-carboxamide